O=C1NC(CCC1C1=NN(C2=C(C=CC=C12)OC1CCN(CC1)C(CNC(CC1=CC=CC=C1)=O)=O)C)=O N-(2-(4-((3-(2,6-dioxopiperidin-3-yl)-1-methyl-1H-indazol-7-yl)oxy)piperidin-1-yl)-2-oxoethyl)-2-phenylacetamide